O1C2=C(N(CC1)C(=O)C1=NC(=CN=C1)C1=CC=C(C=C1)F)C=CC=C2 (2,3-Dihydro-4H-benzo[b][1,4]oxazin-4-yl)(6-(4-fluorophenyl)pyrazin-2-yl)-methanone